N1N=C(C=C1)C=1C=C(C=CC1)C=O [3-(1H-pyrazol-3-yl)phenyl]methanone